1-benzylpiperidin-3-one C(C1=CC=CC=C1)N1CC(CCC1)=O